C(C)(C)(C)OC(=O)N1CCC2(CC(C2)NC=2C=CC=3N(N2)C(=CN3)C3=CC(=CC=C3)C(F)(F)F)CC1.NC1=C(C=C(C=N1)S(=O)(=O)NC1(CC1)C#N)Br 6-amino-5-bromo-N-(1-cyanocyclopropyl)pyridine-3-sulfonamide tert-butyl-2-[[3-[3-(trifluoromethyl)phenyl]imidazo[1,2-b]pyridazin-6-yl]amino]-7-azaspiro[3.5]nonane-7-carboxylate